CC1OBOC(C1)(C)C 4,6,6-trimethyl-1,3,2-dioxaborinane